perfluorotetradecyl-trimethoxysilane sulfoate S(=O)(=O)(O)O.FC(O[Si](OC(F)(F)F)(OC(F)(F)F)C(C(C(C(C(C(C(C(C(C(C(C(C(C(F)(F)F)(F)F)(F)F)(F)F)(F)F)(F)F)(F)F)(F)F)(F)F)(F)F)(F)F)(F)F)(F)F)(F)F)(F)F